N1(CCC1)C1=NC2=CC(=CC=C2C=C1)S(=O)CC=1C=C(C=NC1)N1C=C(C2=C1N=CN=C2N)C2=NN(C=C2)C 7-[5-({[2-(azetidin-1-yl)quinolin-7-yl]sulfinyl}methyl)pyridin-3-yl]-5-(1-methyl-1H-pyrazol-3-yl)-7H-pyrrolo[2,3-d]pyrimidin-4-amine